6-benzyl-2-(2-methoxy-4-(4,4,5,5-tetramethyl-1,3,2-dioxaborolan-2-yl)phenyl)-5,6,7,8-tetrahydropyrido[4,3-d]pyrimidine C(C1=CC=CC=C1)N1CC2=C(N=C(N=C2)C2=C(C=C(C=C2)B2OC(C(O2)(C)C)(C)C)OC)CC1